C(C=C)(=O)N1CCC(CC1)OC=1C=C2C(=NC=NC2=CC1OC)NC1=CC(=C(OC=2C=C(C#N)C=CC2)C=C1C(C)(C)O)Cl 3-(4-((6-((1-acryloylpiperidin-4-yl)oxy)-7-methoxyquinazolin-4-yl)amino)-2-chloro-5-(2-hydroxypropan-2-yl)phenoxy)benzonitrile